C(C)(C)(C)OC(=O)N1CCC(CC1)CN(C)C1CC(C1)N 4-(((3-aminocyclobutyl)(methyl)amino)methyl)piperidine-1-carboxylic acid tert-butyl ester